[Cl-].C(C=C)N allyl-amine chloride